FC(OC1=CC=C(CN2C=NC3=C2C=CC=C3)C=C1)(F)F N-[4-(trifluoromethoxy)benzyl]-1H-benzimidazole